FC(C=1N=NNC1C(=O)Cl)F 4-difluoromethyl-1,2,3-triazole-5-carbonyl chloride